Ethyl 2-methyl-4-phenylthiophene-3-carboxylate CC=1SC=C(C1C(=O)OCC)C1=CC=CC=C1